ClC1=C(C=C(C=C1)Cl)C=1C=C(NC1)C(=O)N1CCN(CC1)C(C=C)=O 1-(4-(4-(2,5-dichlorophenyl)-1H-pyrrole-2-carbonyl)piperazin-1-yl)prop-2-en-1-one